3-(5-(7H-pyrrolo[2,3-d]pyrimidin-4-yl)pyridin-2-yl)-6-(4-trifluoromethoxybenzyl)-3,6-diazabicyclo[3.1.1]heptane N1=CN=C(C2=C1NC=C2)C=2C=CC(=NC2)N2CC1N(C(C2)C1)CC1=CC=C(C=C1)OC(F)(F)F